1,10-dicyanodecane C(#N)CCCCCCCCCCC#N